2-chloro-N-(((1r,5s,6s)-3-(5-(3-cyano-6-(2-hydroxy-2-methylpropyloxy)pyrazolo[1,5-a]pyridin-4-yl)pyridin-2-yl)-3-azabicyclo[3.1.0]hexan-6-yl)methyl)-6-fluorobenzamide ClC1=C(C(=O)NCC2[C@@H]3CN(C[C@H]23)C2=NC=C(C=C2)C=2C=3N(C=C(C2)OCC(C)(C)O)N=CC3C#N)C(=CC=C1)F